3-(5-(difluoromethyl)-2,3-dihydrobenzofuran-2-yl)benzonitrile FC(C=1C=CC2=C(CC(O2)C=2C=C(C#N)C=CC2)C1)F